BrC1=CC=CC2=C1OC(CO2)C2=C(C=C(C=C2)Cl)Cl 8-bromo-2-(2,4-dichlorophenyl)-2,3-dihydrobenzo[b][1,4]Dioxin